tert-butyl 4-(8-bromocinnolin-5-yl)piperazine-1-carboxylate BrC=1C=CC(=C2C=CN=NC12)N1CCN(CC1)C(=O)OC(C)(C)C